CCCCCCCCCC/C=C\CCCCCCCCCC(=O)O[C@H](COC(=O)CCC/C=C\C/C=C\C/C=C\C/C=C\C/C=C\CC)COP(=O)([O-])OCC[N+](C)(C)C 1-(5Z,8Z,11Z,14Z,17Z-eicosapentaenoyl)-2-(11Z-docosenoyl)-glycero-3-phosphocholine